BrC1=C2C[C@@H](N([C@H](C2=CC=C1)C)C(CC1=C(C=CC=C1F)Cl)=O)CO[Si](C)(C)C(C)(C)C 1-((1S,3R)-5-bromo-3-(((tert-butyldimethylsilyl)oxy)methyl)-1-methyl-3,4-dihydroisoquinolin-2(1H)-yl)-2-(2-chloro-6-fluorophenyl)ethan-1-one